3-(4-bromophenoxy)-1-methyl-pyrrolidine BrC1=CC=C(OC2CN(CC2)C)C=C1